4-bromo-1-(tetrahydro-2H-pyran-2-yl)-6-(trifluoromethyl)-1H-indazole BrC1=C2C=NN(C2=CC(=C1)C(F)(F)F)C1OCCCC1